C(N)(O[C@H]1C2(N(CC1CC2)C(=O)C2=CC1=C(C(=C(O1)Cl)C)C=C2)C(C)(C)C)=O Tert-butyl-((7R)-2-(2-chloro-3-methylbenzofuran-6-carbonyl)-2-azabicyclo[2.2.1]hept-7-yl) carbamate